2-(2-Chlorophenyl)-N-{4-[4-(2,2-difluoroethyl)-1H-pyrazol-1-yl]-3-[(2,4-dimethoxybenzyl)sulfamoyl]phenyl}acetamide ClC1=C(C=CC=C1)CC(=O)NC1=CC(=C(C=C1)N1N=CC(=C1)CC(F)F)S(NCC1=C(C=C(C=C1)OC)OC)(=O)=O